BrCCCCCCCCCCC1=NC=CC=C1 bromodecyl-pyridine